Cl[Pd](P(C1=CC=CC=C1)(C1=CC=CC=C1)C1=CC=CC=C1)(P(C1=CC=CC=C1)(C1=CC=CC=C1)C1=CC=CC=C1)Cl dichloro[bis(triphenyl-λ5-phosphanyl)]palladium